BrC1=[N+](C=C(C(=C1)[N+](=O)[O-])NC1CCOCC1)[O-] 2-bromo-4-nitro-5-((tetrahydro-2H-pyran-4-yl)amino)pyridine 1-oxide